N-(5-ETHYL-3-METHYL-1-((2-(TRIMETHYLSILYL)ETHOXY)METHYL)-1H-INDAZOL-4-YL)-1-(4-METHYLPYRIDIN-2-YL)-1H-PYRAZOLE-4-SULFONAMIDE C(C)C=1C(=C2C(=NN(C2=CC1)COCC[Si](C)(C)C)C)NS(=O)(=O)C=1C=NN(C1)C1=NC=CC(=C1)C